NCCCS(=O)(=O)O HOMOTAURIN